COC(C1=C(C=C(C(=C1)OCC1=CC=CC=C1)C)Br)=O.C(C1=CC=CC=C1)OC=1C=C(C(=CC1C)C1=C(C=C(C(=C1)C)OCC1=CC=CC=C1)F)C(=O)OC methyl 4,4'-bis(benzyloxy)-2'-fluoro-5,5'-dimethyl-[1,1'-biphenyl]-2-carboxylate methyl-5-(benzyloxy)-2-bromo-4-methylbenzoate